mono[(2-hydroxyethyl)acrylic acid] phosphate P(=O)(O)(O)O.OCCC(C(=O)O)=C